1-(2-(benzoyloxy)ethyl)-1-(2-(2,6-dimethylphenoxy)ethyl)azepan-1-ium C(C1=CC=CC=C1)(=O)OCC[N+]1(CCCCCC1)CCOC1=C(C=CC=C1C)C